(3S)-5-[(E)-3-(methylamino)prop-1-enyl]-2-oxo-spiro[1H-pyrrolo[2,3-b]pyridine-3,6'-5,7-dihydro-cyclopenta[b]pyridine]-3'-carboxylic acid CNC/C=C/C=1C=C2C(=NC1)NC([C@]21CC=2C(=NC=C(C2)C(=O)O)C1)=O